(1R,5R,6'R,7a'R)-6,6,7',7'-tetramethyltetrahydrospiro[bicyclo[3.1.1]heptane-2,2'-[6,7a]methanobenzofuran]-3,4'(5'H)-dione CC1([C@H]2CC(C3(O[C@]45C(C3)C(C[C@H](C4(C)C)C5)=O)[C@@H]1C2)=O)C